2-chloro-5-(2-(3-oxomorpholino)propan-2-yl)pyridine 1-oxide ClC1=[N+](C=C(C=C1)C(C)(C)N1C(COCC1)=O)[O-]